C(CCCCCCCCCCCCC)(=O)OC(CN(CC(CCCCCCCCCC)OC(CCCCCCCCCCCCC)=O)CCCN(C)C)CCCCCCCCCC ((3-(dimethylamino)propyl)azanediyl)bis(dodecane-1,2-diyl) ditetradecanoate